O1COC2=C1C=CC=C2CN2C(CCCC2)(C(=O)NC2=CC=C(C=C2)C2CC2)C 1-(benzo[d][1,3]dioxol-4-ylmethyl)-N-(4-cyclopropylphenyl)-2-methylpiperidine-2-carboxamide